Methyl 5-(7-bromo-2,4-dioxo-3,4-dihydroquinazolin-1(2H)-yl)-1-methyl-1H-pyrazole-3-carboxylate BrC1=CC=C2C(NC(N(C2=C1)C1=CC(=NN1C)C(=O)OC)=O)=O